FC(C(=O)O)(F)F.F[C@H]1C[C@@H](NC1)C=1N=C2N(C=C(N=C2)NC(=O)C=2C=C3C=NN(C3=CC2)C)C1 N-{2-[(2R,4S)-4-fluoropyrrolidin-2-yl]imidazo[1,2-a]pyrazin-6-yl}-1-methylindazole-5-carboxamide trifluoroacetate